(phenyl)[di(biphenylyl)triazinyl]dibenzothiophene C1(=CC=CC=C1)C1=C(C2=C(SC3=C2C=CC=C3)C=C1)C1=NN=NC(=C1C1=C(C=CC=C1)C1=CC=CC=C1)C1=C(C=CC=C1)C1=CC=CC=C1